(R)-5-(2-(5-fluoro-2-methylpyridin-3-yl)pyrrolidin-1-yl)-N-((R)-2-hydroxypropyl)pyrazolo[1,5-a]pyrimidine-3-carboxamide FC=1C=C(C(=NC1)C)[C@@H]1N(CCC1)C1=NC=2N(C=C1)N=CC2C(=O)NC[C@@H](C)O